ClC1=NC=C(C(=N1)NCC1CCOCC1)C(=O)N 2-chloro-4-[[(tetrahydro-2H-pyran-4-yl)methyl]amino]pyrimidin-5-carboxamide